ClC=1C(=NC(=NC1)NC1=CC(=C(C=C1N1CC2(C1)N(CCC2)C)OC)N)C=2C=NN1C2C=CC=C1 N-(5-Chloro-4-pyrazolo[1,5-a]pyridin-3-ylpyrimidin-2-yl)-4-methoxy-6-(5-methyl-2,5-diazaspiro[3.4]octan-2-yl)benzene-1,3-diamine